BrC1=NN=C2N1C=CN=C2 3-bromo-[1,2,4]triazolo[4,3-a]pyrazine